O1C(CCCC1)N1N=CC=2C(=CC=CC12)C(=O)N 1-tetrahydropyran-2-yl-indazole-4-carboxamide